11-(tert-butyl)-7,14,15-trioxadispiro[5.1.58.26]pentadecan-2-ol C(C)(C)(C)C1CCC2(OC3(CCCC(C3)O)OO2)CC1